COC(=O)C1=CC2=CC=C(C=C2C=C1)C=1C(=NC=CC1)OC1=CC=CC=C1 6-(2-Phenoxy-pyridin-3-yl)-naphthalen-2-carboxylic acid methyl ester